BrC=1C=CC=C2C(=CNC12)CC(C(=O)O)O 3-(7-bromo-1H-indol-3-yl)-2-hydroxypropionic acid